BrC1=CC=C2C(OC(=O)C2=C1)CCCC 6-bromo-Butylphthalide